5-Ethynyl-2-((2-methoxy-4-morpholinophenyl)amino)-8-phenylpyrido[2,3-d]pyrimidin-7(8H)-one C(#C)C1=CC(N(C=2N=C(N=CC21)NC2=C(C=C(C=C2)N2CCOCC2)OC)C2=CC=CC=C2)=O